bisamino(N,N-dimethylpropylamine) NC(CC)(N(C)C)N